CS(=O)(=O)O[C@@H]1C[C@H](C1)NC(=O)OC(C)(C)C trans-3-((tert-Butoxycarbonyl)amino)cyclobutyl Methanesulfonate